NC1=CC=C(ONC2=CC=C(C=C2)N)C=C1 N-(4-aminophenoxy)-4-aminoaniline